CSC1CC(CC1)O 3-(methylthio)cyclopentan-1-ol